C(C)(C)(C)OC(=O)NCCC=1OC=C(N1)C(=O)OC methyl 2-(2-{[(tert-butoxy) carbonyl] amino} ethyl)-1,3-oxazole-4-carboxylate